2-chloro-N-(4-cyanophenyl)-N-(2,3-dihydrobenzo[b][1,4]dioxin-6-yl)acetamide Ethyl-1-[(4-{3-azabicyclo[3.1.0]hex-3-yl}-2-bromophenyl)methyl]-1H-imidazole-4-carboxylate C(C)OC(=O)C=1N=CN(C1)CC1=C(C=C(C=C1)N1CC2CC2C1)Br.ClCC(=O)N(C1=CC2=C(OCCO2)C=C1)C1=CC=C(C=C1)C#N